(S)-(1-(3-benzyl-1,2,4-oxadiazol-5-yl)-2-(1H-indol-3-yl)ethyl)carbamic acid tert-butyl ester C(C)(C)(C)OC(N[C@@H](CC1=CNC2=CC=CC=C12)C1=NC(=NO1)CC1=CC=CC=C1)=O